2-((1R,2R)-2-aminocyclopentyl)-3,5-dichloro-N-(furan-2-ylmethyl)thieno[3,2-b]pyridin-7-amine N[C@H]1[C@@H](CCC1)C1=C(C2=NC(=CC(=C2S1)NCC=1OC=CC1)Cl)Cl